BrC1=NC=CC(=C1)NC(=O)NC1=C(C(=CC=C1)F)CO 1-(2-bromopyridin-4-yl)-3-(3-fluoro-2-hydroxymethylphenyl)urea